FC=1C(=NC=NC1N1CC2(CC(C2)=O)C1)[C@@H](C)OC1=CC=C(C=C1)C(C)(C)C1=CC=C(OC2CC(C2)NC(OC(C)(C)C)=O)C=C1 tert-butyl ((1r,3r)-3-(4-(2-(4-(1-(5-fluoro-6-(2-oxo-6-azaspiro[3.3]heptane-6-yl)pyrimidin-4-yl)ethoxy)phenyl)propan-2-yl)phenoxy)cyclobutyl)carbamate